C1=CC=CC=2C3=CC=CC=C3N(C12)C=1C=C(N(C2=CC=CC=C2)C2=CC=CC=C2)C=C(C1)N1C2=CC=CC=C2C=2C=CC=CC12 3,5-di(9H-carbazol-9-yl)-N,N-diphenyl-aniline